6-phenyl-3-N-[4-(trifluoromethyl)phenyl]-1H-pyrazolo[3,4-d]-pyrimidine-3,4-diamine C1(=CC=CC=C1)C1=NC(=C2C(=N1)NN=C2NC2=CC=C(C=C2)C(F)(F)F)N